n-butenyl-tin sulfide C(=CCC)[Sn]=S